(1R,2S,5S)-6,6-dimethyl-N-((S)-1-oxo-3-((S)-2-oxopyrrolidin-3-yl)propan-2-yl)-3-(2-phenylacetyl)-3-azabicyclo[3.1.0]hexane-2-carboxamide CC1([C@H]2CN([C@@H]([C@@H]12)C(=O)N[C@H](C=O)C[C@H]1C(NCC1)=O)C(CC1=CC=CC=C1)=O)C